4-((3aR,5s,6aS)-5-(5-methyl-1-(1-methyl-1H-pyrazol-4-yl)-1H-indazol-6-yl)hexahydrocyclopenta[c]pyrrol-2(1H)-yl)tetrahydro-2H-thiopyran 1,1-dioxide CC=1C=C2C=NN(C2=CC1C1C[C@@H]2[C@@H](CN(C2)C2CCS(CC2)(=O)=O)C1)C=1C=NN(C1)C